N1N=NN=C1CCCNC(CN1C(C(C2=CC(=CC=C12)Br)(C)C)=O)=O N-(3-(1H-tetrazol-5-yl)propyl)-2-(5-bromo-3,3-dimethyl-2-oxoindol-1-yl)acetamide